(3R)-N-{7-methoxy-6-[3-(pyrrolidin-1-yl)propoxy]-1H,2H,3H-cyclopenta[b]quinolin-9-yl}azepan-3-amine COC1=CC=2C(=C3C(=NC2C=C1OCCCN1CCCC1)CCC3)N[C@H]3CNCCCC3